(R)-N-(4-(3-aminopyrrolidin-1-yl)-2-(cyclopropylmethyl)-2H-indazol-5-yl)-1-(2,6-difluorophenyl)-6-oxo-1,6-dihydropyridazine-3-carboxamide N[C@H]1CN(CC1)C=1C2=CN(N=C2C=CC1NC(=O)C1=NN(C(C=C1)=O)C1=C(C=CC=C1F)F)CC1CC1